methyl 2-chloro-5H,7H-furo[3,4-d]pyrimidine-4-carboxylate ClC=1N=C(C2=C(N1)COC2)C(=O)OC